pyrazolo[3,4-b]pyridin-6-one N1=NC=C2C1=NC(C=C2)=O